ClC1=NC(=NC(=C1)C(C)(C)F)N1N=C(C=2C=NC(=CC21)NC(C)=O)C2CC2 N-(1-(4-chloro-6-(2-fluoroprop-2-yl)pyrimidin-2-yl)-3-cyclopropyl-1H-pyrazolo[4,3-c]pyridin-6-yl)acetamide